2-((2-(trans-4-hydroxy-cis-4-methylcyclohexyl)-6-dimethylamino-2H-indazol-5-yl)carbamoyl)-6-methylpyridine 1-oxide OC1(CCC(CC1)N1N=C2C=C(C(=CC2=C1)NC(=O)C1=[N+](C(=CC=C1)C)[O-])N(C)C)C